FC(C=1N=C(OC1C(=O)N1[C@@H](C2=C(CC1)NC=N2)C=2OC1=C(N2)C=C(C=C1F)OC)C(C)(C)O)F (S)-(4-(difluoromethyl)-2-(2-hydroxypropan-2-yl)oxazol-5-yl)(4-(7-fluoro-5-methoxybenzo[d]oxazol-2-yl)-6,7-dihydro-1H-imidazo[4,5-c]pyridin-5(4H)-yl)methanone